fluorone C1=CC=C2C(=C1)C=C3C=CC(=O)C=C3O2